C1(CC1)CN(C1=CC=CC=C1)C1=CC=C(C=N1)C1CN(C1)C(CC[C@H]1NC(OC1)=O)=O (4R)-4-[3-[3-[6-[N-(Cyclopropylmethyl)anilino]-3-pyridyl]azetidin-1-yl]-3-oxo-propyl]oxazolidin-2-one